5-nitro-1H-benzo[f]isoindole-1,3(2H)-diimine [N+](=O)([O-])C1=CC=CC2=CC=3C(NC(C3C=C21)=N)=N